7-fluoro-5-(3-fluoro-2-pyridinyl)-N-methoxy-N-methyl-6,7-dihydro-5H-pyrrolo[1,2-b][1,2,4]triazole-2-carboxamide FC1CC(N2N=C(N=C21)C(=O)N(C)OC)C2=NC=CC=C2F